ClC=1C(=C(C=CC1F)[C@@H](NC(=O)N1CC(NCC1)=O)C1=NC(=C(C=C1)Cl)C(F)(F)F)F N-((R)-(3-chloro-2,4-difluorophenyl)(5-chloro-6-(trifluoromethyl)pyridin-2-yl)methyl)-3-oxopiperazine-1-carboxamide